Methyl azetidin-3-yl(1-(4-fluoro-3-(trifluoromethyl)phenyl)cyclopropyl)carbamate N1CC(C1)N(C(OC)=O)C1(CC1)C1=CC(=C(C=C1)F)C(F)(F)F